tert-butyl (2S)-2-[(5-bromo-2-carbamoylthiophen-3-yl)carbamoyl]pyrrolidine-1-carboxylate BrC1=CC(=C(S1)C(N)=O)NC(=O)[C@H]1N(CCC1)C(=O)OC(C)(C)C